FC(C(=O)O)(F)F.C(C)(C)(C)NC(COC1=CC(=CC=C1)C1=NC2=CC(=C(C=C2C(=N1)NC=1C=NN(C1)C)OC)Cl)=O N-(tert-butyl)-2-(3-(7-chloro-6-methoxy-4-((1-methyl-1H-pyrazol-4-yl)amino)-quinazolin-2-yl)phenoxy)acetamide trifluoroacetic acid salt